8-hydroxy-7,10-dimethyl-1,2,3,4-tetrahydro-5H-chromeno[3,4-c]pyridin-5-one hemisulfate S(=O)(=O)(O)O.OC=1C=C(C2=C(C1C)OC(C=1CNCCC12)=O)C.OC=1C=C(C2=C(C1C)OC(C=1CNCCC12)=O)C